4-methyl-4H-1,2,4-oxadiazin-5(6H)-one CN1C=NOCC1=O